(7-(4-(azetidin-1-ylmethyl)phenyl)-6-methylimidazo[1,2-b]pyridazin-3-yl)-2-(pyridin-2-yl)-1,8-naphthyridine N1(CCC1)CC1=CC=C(C=C1)C1=CC=2N(N=C1C)C(=CN2)C=2C(=NC1=NC=CC=C1C2)C2=NC=CC=C2